6-OXO-1,6-DIHYDROPYRAZINE-2-CARBOXYLIC ACID O=C1C=NC=C(N1)C(=O)O